di-n-hexyl-ascorbate C(CCCCC)C([C@@H]([C@@H]1C(=C(C(=O)O1)O)[O-])O)(O)CCCCCC